NC1=CC=2N(C=C1)C(=CN2)C2=CC(=NC=N2)NCC2=CC=C(C=C2)C=2C=NN(C2)C 6-{7-aminoimidazo[1,2-a]pyridin-3-yl}-N-{[4-(1-methyl-1H-pyrazol-4-yl)phenyl]methyl}pyrimidin-4-amine